C(C)(C)N(C(C)C)P(OCCC#N)([O-])([O-])N(C(C)C)C(C)C 2-cyanoethyl bis(N,N-diisopropylamino)phosphite